C1(=CC=C(C=C1)[Al](C1=CC=C(C=C1)C)C1=CC=C(C=C1)C)C tri(p-tolyl)aluminum